tris[5-(N,N-dimethylamino)pentyl]amine CN(C)CCCCCN(CCCCCN(C)C)CCCCCN(C)C